(2R,5S)-tert-butyl 4-((S)-10-chloro-3-((2-methoxyethoxy)methyl)-5-oxo-9-(trifluoromethyl)-3,5-dihydro-2H-[1,4]thiazino[2,3,4-ij]quinazolin-7-yl)-2,5-dimethylpiperazine-1-carboxylate ClC1=C(C=C2C(=NC(N3C2=C1SC[C@@H]3COCCOC)=O)N3C[C@H](N(C[C@@H]3C)C(=O)OC(C)(C)C)C)C(F)(F)F